3-[(2-chloro-6-fluorobenzyl)sulfanyl]-5-cyclopropyl[1,2,4]triazolo[4,3-a]pyrimidin ClC1=C(CSC2=NN=C3N2C(=CC=N3)C3CC3)C(=CC=C1)F